3,5-dimethylpyrazole-4-boronic acid CC1=NNC(=C1B(O)O)C